9-(tert-butyl) 3-isopropyl 4-(methoxymethyl)-6-(pyridin-4-ylmethoxy)-9H-pyrido[3,4-b]indole-3,9-dicarboxylate COCC1=C(N=CC=2N(C3=CC=C(C=C3C21)OCC2=CC=NC=C2)C(=O)OC(C)(C)C)C(=O)OC(C)C